methylenethiophenedicarboxylic acid C=S1C(=C(C=C1)C(=O)O)C(=O)O